ONC(=O)[C@H]1[C@@H]2CC[C@H](CN1S(=O)(=O)N1CCC(CC1)OC1=CC(=NC=C1)C(F)(F)F)N2C(=O)OCC ethyl (1S,2R,5R)-2-(hydroxycarbamoyl)-3-((4-((2-(trifluoromethyl)pyridin-4-yl)oxy)piperidin-1-yl)sulfonyl)-3,8-diazabicyclo[3.2.1]octane-8-carboxylate